C(CCC)(=O)SC[C@H](N)C(=O)O S-Butyryl-Cystein